C1(=CC=CC=C1)P(=CC(=O)OC(C)(C)C)(C1=CC=CC=C1)C1=CC=CC=C1 tert-Butyl 2-(triphenyl-λ5-phosphanylidene)acetate